5-(3-cyano-2-(4-(4-methyl-4H-1,2,4-triazol-3-yl)piperidin-1-yl)phenyl)cyanopyridine C(#N)C=1C(=C(C=CC1)C=1C=CC(=NC1)C#N)N1CCC(CC1)C1=NN=CN1C